(R)-4-fluoro-2-(1-(3-(6-(hydroxymethyl)pyrimidin-4-yl)imidazo[1,2-b]pyridazin-6-yl)pyrrolidin-2-yl)phenol FC1=CC(=C(C=C1)O)[C@@H]1N(CCC1)C=1C=CC=2N(N1)C(=CN2)C2=NC=NC(=C2)CO